butyl 2-methoxy-4-(1-nitronaphthalen-2-ylamino)phenylcarbamate COC1=C(C=CC(=C1)NC1=C(C2=CC=CC=C2C=C1)[N+](=O)[O-])NC(OCCCC)=O